N-(trifluoromethyl)benzenesulfonamide FC(NS(=O)(=O)C1=CC=CC=C1)(F)F